1,1,3,3-tetramethyl-1,3-diphenyldisilazane C[Si](N[Si](C1=CC=CC=C1)(C)C)(C1=CC=CC=C1)C